N-[(3R)-2,6-dioxo-3-piperidyl]-1-methyl-3,4-dihydro-2H-quinoline-4-carboxamide O=C1NC(CC[C@H]1NC(=O)C1CCN(C2=CC=CC=C12)C)=O